ClC=1C=C(C(=O)NC2=CNC3=CC(=C(C=C23)F)F)C=CC1OCC1CC1 3-chloro-4-(cyclopropyl-methoxy)-N-(5,6-difluoro-1H-indol-3-yl)benzamide